C(C)OC(=O)C1=C(SC(=C1C(=O)OCC)N=CC=1SC(=CC1)[N+](=O)[O-])NC(=O)C1CCCCC1 2-cyclohexaneformamido-5-(5-nitrothiophene-2-yl)methyleneaminothiophene-3,4-dicarboxylic acid diethyl ester